C1(=CC=CC=C1)C#CC1=C(C=CC=C1)C1=CC=CC=C1 2-(phenylethynyl)-1,1'-biphenyl